BrC1=CC(=NN1COCC[Si](C)(C)C)C(=O)OC Methyl 5-bromo-1-((2-(trimethylsilyl) ethoxy) methyl)-1H-pyrazole-3-carboxylate